O=C1N(CC2=CC(=CC=C12)C(=O)N1CCC2=C(C=CC=C12)OC(F)(F)F)C1C(NC(CC1)=O)=O 3-(1-oxo-5-(4-(trifluoromethoxy)indoline-1-carbonyl)isoindolin-2-yl)piperidine-2,6-dione